BrC1=C(C=C2C(=NC(=NC2=C1F)Cl)NC1CN(C1)C(=O)OC(C)(C)C)Cl tert-butyl 3-[(7-bromo-2,6-dichloro-8-fluoro-quinazolin-4-yl)amino]azetidine-1-carboxylate